2-methyl-N-(1-(5-(trifluoromethyl)-1H-pyrazol-3-yl)ethylidene)propane-2-sulfinamide CC(C)(C)S(=O)N=C(C)C1=NNC(=C1)C(F)(F)F